1-(4-chloro-1,1'-dimethyl-1h,1'h-[3,4'-bipyrazole]-5-yl)-3-((3s,4r)-4-(3,4-difluorophenyl)-1-(2-methoxyethyl)pyrrolidin-3-yl)urea ClC=1C(=NN(C1NC(=O)N[C@@H]1CN(C[C@H]1C1=CC(=C(C=C1)F)F)CCOC)C)C=1C=NN(C1)C